C1(CCCC1)OC([C@@H](CC1=NC=CC=N1)OC(NC1=C2CCCC2=CC=2CCCC12)=O)=O.O1C=CC=2C(=NC=CC21)C2=CC=C(C(=O)N[C@@H]1CC[C@H](CC1)NC1COC1)C=C2 4-(furo[3,2-c]pyridin-4-yl)-N-[trans-4-(oxetan-3-ylamino)cyclohexyl]benzamide Cyclopentyl-(2R)-2-{[(1,2,3,5,6,7-hexahydro-s-indacen-4-yl)carbamoyl]oxy}-3-(pyrimidin-2-yl)propanoate